8-bromo-6-chloro-3-methyl-2-morpholino-quinazolin-4-one BrC=1C=C(C=C2C(N(C(=NC12)N1CCOCC1)C)=O)Cl